2,4-dimethylcyclohexylmethanol CC1C(CCC(C1)C)CO